Isopropyl-Titanium triisostearate C(CCCCCCCCCCCCCCC(C)C)(=O)[O-].C(CCCCCCCCCCCCCCC(C)C)(=O)[O-].C(CCCCCCCCCCCCCCC(C)C)(=O)[O-].C(C)(C)[Ti+3]